ethylamine nitrate salt [N+](=O)(O)[O-].C(C)N